N1CCC(CC1)OC1=CC=C(C=C1)C1=CCC(NC1=O)=O 5-(4-(piperidin-4-yloxy)phenyl)pyridine-2,6(1H,3H)-dione